1-(3-bromo-5-trifluoromethoxyphenyl)-3-(5-chloro-2-hydroxymethylphenyl)urea BrC=1C=C(C=C(C1)OC(F)(F)F)NC(=O)NC1=C(C=CC(=C1)Cl)CO